(R)-3-(4-Ethyl-3-(imidazo[4,5-d]pyrrolo[2,3-b]pyridin-1(6H)-yl)imidazolin-1-yl)-3-oxopropanenitrile C(C)[C@H]1N(CN(C1)C(CC#N)=O)N1C=NC=2C1=C1C(=NC2)NC=C1